2-(3-((1r,3r)-3-(4-methyl-4H-1,2,4-triazol-3-yl)-1-oxidothietan-3-yl)phenyl)-6-(((1-methylcyclobutyl)amino)methyl)-4-(trifluoromethyl)isoindolin-1-one CN1C(=NN=C1)C1(CS(C1)=O)C=1C=C(C=CC1)N1C(C2=CC(=CC(=C2C1)C(F)(F)F)CNC1(CCC1)C)=O